2-(2,6-dioxopiperidin-3-yl)-5-((4-(pyrimidin-2-yl)piperazin-1-yl)methyl)isoindoline-1,3-dione O=C1NC(CCC1N1C(C2=CC=C(C=C2C1=O)CN1CCN(CC1)C1=NC=CC=N1)=O)=O